NC=1C=CC(=NC1)CC(C)(O)C 1-(5-Aminopyridin-2-yl)-2-methylpropan-2-ol